2-bromo-N-(5-fluoropyrimidin-2-yl)acetamide BrCC(=O)NC1=NC=C(C=N1)F